C1(CC1)CNC1=CC2=C(C=N1)C=C(N2COCC[Si](C)(C)C)C2=CC(=NC=C2)C N-(Cyclopropylmethyl)-2-(2-methyl-4-pyridyl)-1-(2-trimethylsilylethoxymethyl)pyrrolo[3,2-c]pyridin-6-amine